C(C)(C)(C)OC(=O)N(C)CC=1C=C(C=CC1)NC=1N=CC2=C(N1)CN(CC2)C2=C(C1=C(OCCN1C(=O)OC(C)(C)C)N=C2)C tert-butyl 7-(2-{[3-({[(tert-butoxy)carbonyl](methyl)amino}methyl)phenyl]amino}-5H,6H,7H,8H-pyrido[3,4-d]pyrimidin-7-yl)-8-methyl-1H,2H,3H-pyrido[2,3-b][1,4]oxazine-1-carboxylate